FC=1C=2N(C(=CC1)N[C@@H]1C[C@@H](CCC1)NC(C1=CC=C(C=C1)OC)=O)C=C(N2)C(F)(F)F N-[(1R,3S)-3-{[8-fluoro-2-(trifluoromethyl)imidazo[1,2-a]pyridin-5-yl]amino}cyclohexyl]-4-methoxybenzamide